[1-(2,2-dimethylpropionyl)-5-(4-fluorophenyl)-6-(2-hydroxy-1,1-dimethyl-ethyl) pyrrolo[2,3-f]indazol-7-yl] benzoate C(C1=CC=CC=C1)(=O)OC1=C(N(C=2C=C3C=NN(C3=CC21)C(C(C)(C)C)=O)C2=CC=C(C=C2)F)C(CO)(C)C